NCC(=O)N1CCN(CC(C1)(F)F)C1=NC(=NC2=C(C(=C(C=C12)Cl)C1=CC=CC2=C1N=C(S2)N)F)OC[C@H]2N(CCC2)C 2-amino-1-(4-(7-(2-amino-benzo[d]thiazol-4-yl)-6-chloro-8-fluoro-2-(((S)-1-methylpyrrolidin-2-yl)meth-oxy)quinazolin-4-yl)-6,6-difluoro-1,4-diazepan-1-yl)-ethan-1-one